C(CN(CC(=O)O)CC(=O)O)N(CC(=O)O)CC(=O)O EthylenediaminetetraAcetic acid